5-(4-ethoxybutanoyl)amino-3-(1,2,3,6-tetrahydropyridin-4-yl)-1H-indole tartrate C(=O)(O)C(O)C(O)C(=O)O.C(C)OCCCC(=O)NC=1C=C2C(=CNC2=CC1)C=1CCNCC1